trideuteriomethyl N-[4-chloro-2-[[(1S)-3-(methylamino)-1-[[(3S,5R)-5-methyl-2-oxo-pyrrolidin-3-yl]methyl]-2,3-dioxo-propyl]carbamoyl]phenyl]carbamate ClC1=CC(=C(C=C1)NC(OC([2H])([2H])[2H])=O)C(N[C@H](C(C(=O)NC)=O)C[C@H]1C(N[C@@H](C1)C)=O)=O